O1C(CCCC1)N1C=2C=CC=3OCCCNC(OCCC=4N=CN(C(=N1)C2C3)C4)=O 19-(oxan-2-yl)-8,14-dioxa-2,4,10,19,20-pentaazatetracyclo[13.5.2.12,5.018,21]tricosa-1(20),3,5(23),15(22),16,18(21)-hexaen-9-one